6-bromo-3-(2-chloro-5-fluorophenyl)-3-hydroxy-2-(4-methoxybenzyl)-4-nitroisoindolin-1-one BrC1=CC(=C2C(N(C(C2=C1)=O)CC1=CC=C(C=C1)OC)(O)C1=C(C=CC(=C1)F)Cl)[N+](=O)[O-]